FC1=CC=C(C=C1)C(C)C=1C(=NC(=C(N1)C=1OC(=CN1)C)C)NCCN1CCCC1 3-(1-(4-fluorophenyl)ethyl)-6-methyl-5-(5-methyl-oxazol-2-yl)-N-(2-(pyrrolidin-1-yl)ethyl)pyrazin-2-amine